2,2,2-trichloroethyl (3-(tert-butyl)-1-(3,4-dimethylphenyl)-1H-pyrazol-5-yl)carbamate C(C)(C)(C)C1=NN(C(=C1)NC(OCC(Cl)(Cl)Cl)=O)C1=CC(=C(C=C1)C)C